C12CN(CC(CC1)O2)C2=NC(=C1N=CN(C1=N2)C(CC)CC)C=2N=CC(=NC2)N 5-(2-(8-oxa-3-azabicyclo[3.2.1]octan-3-yl)-9-(pentan-3-yl)-9H-purine-6-yl)pyrazine-2-amine